2-(2-isopropylphenyl)-7-methyl-9-(4-(5-methyl-3-(trifluoromethyl)-1H-pyrazol-1-yl)benzyl)-7,9-dihydro-8H-purin-8-imine C(C)(C)C1=C(C=CC=C1)C1=NC=C2N(C(N(C2=N1)CC1=CC=C(C=C1)N1N=C(C=C1C)C(F)(F)F)=N)C